C(C)(C)N1C(=NN=C1)C1=CC=CC(=N1)N1C(=CC(=C1)COC)C(=O)N (6-(4-isopropyl-4H-1,2,4-triazol-3-yl)pyridin-2-yl)-4-(methoxymethyl)-1H-pyrrole-2-carboxamide